BrC1=C(C=CC(=C1)C(F)(F)F)N1C=NC2=CC=CC3=CC=CC1=C23 1-(2-bromo-4-(trifluoromethyl)phenyl)-1H-perimidine